C(C)C1CCC(CC1)NC=1N=CC2=C(N1)NC=C2C=2C=C(C=1N(C2)C=CN1)F (1s,4s)-1-ethyl-4-((5-(8-fluoroimidazo[1,2-a]pyridin-6-yl)-7H-pyrrolo[2,3-d]pyrimidin-2-yl)amino)cyclohexan